(S)-1-cyclopropyl-4-((3,5-dimethylisoxazol-4-yl)methyl)-N-(1-methylcyclopropyl)-5-oxo-1,2,4,5-tetrahydroimidazo[1,2-a]quinazoline-7-sulfonamide C1(CC1)[C@H]1CN=C2N1C1=CC=C(C=C1C(N2CC=2C(=NOC2C)C)=O)S(=O)(=O)NC2(CC2)C